ClC=1C=C(C=NC1OC(F)F)NC(=O)NC=1C=NC2=CC=C(N=C2C1C(C)OC)Cl N-(5-chloro-6-(difluoromethoxy)pyridin-3-yl)-N'-(6-chloro-4-(1-methoxyethyl)-1,5-naphthyridin-3-yl)urea